ClC=1C(=C2C(=NC1NC1=C3CCCC3=CC=C1)NN=C2N)CCC 5-chloro-N6-(2,3-dihydro-1H-inden-4-yl)-4-propyl-1H-pyrazolo[3,4-b]pyridine-3,6-diamine